COC1OC(C2=CC(=CC=C12)NC1=NC=C(C(=N1)N[C@H](CO)C1=CC=CC=C1)C1=NC(=NO1)C=1C=NC=CC1)(C)C (2S)-2-((2-((1-methoxy-3,3-dimethyl-1,3-dihydroisobenzofuran-5-yl)amino)-5-(3-(pyridin-3-yl)-1,2,4-oxadiazol-5-yl)pyrimidin-4-yl)amino)-2-phenylethan-1-ol